methyl-nonane-diamine CC(CCCCCCCC)(N)N